4-(5-(5-isobutylpyridin-2-yl)thiazol-2-yl)benzaldehyde C(C(C)C)C=1C=CC(=NC1)C1=CN=C(S1)C1=CC=C(C=O)C=C1